6-(2-Methyl-4-(3,4,5-trifluorophenyl)-1H-imidazol-5-yl)-[1,2,4]triazolo[1,5-a]pyridine CC=1NC(=C(N1)C1=CC(=C(C(=C1)F)F)F)C=1C=CC=2N(C1)N=CN2